9-(N-decyl-4-(dimethylamino)butyrylamino)-2-fluorooctadecanoic acid undecan-6-yl ester CCCCCC(CCCCC)OC(C(CCCCCCC(CCCCCCCCC)N(CCCCCCCCCC)C(CCCN(C)C)=O)F)=O